C1(CC1)C1=C(C(=NO1)C1=C(C=CC=C1Cl)Cl)CO[C@H]1[C@@H]2C(N([C@H](C1)C2)C=2C=C(C(=NC2)C(=O)O)F)=O 5-((1s,4r,5r)-5-((5-cyclopropyl-3-(2,6-dichlorophenyl)isoxazol-4-yl)methoxy)-3-oxo-2-azabicyclo[2.2.1]Heptane-2-yl)-3-fluoropicolinic acid